N-methyl-2-(pyridine-3-yl)ethane-1-amine CNCCC=1C=NC=CC1